O1COC2=C1C=CC(=C2)C=2N=CNC2C2=NC=CC=C2 4-(2H-1,3-benzodioxol-5-yl)-5-(pyridin-2-yl)-1H-imidazole